NC1=CC=C2C(=N1)[C@H]([C@@H](OC2=O)CC)C |o1:7,8| (7S,8R)- or (7R,8S)-2-amino-7-ethyl-8-methyl-7,8-dihydro-5H-pyrano[4,3-b]pyridin-5-one